2-(2,6-dioxo-3-piperidyl)-4-[2-[2-[2-[2-(4-ethynylphenoxy)ethoxy]ethoxy]ethoxy]ethylamino]-isoindoline-1,3-dione O=C1NC(CCC1N1C(C2=CC=CC(=C2C1=O)NCCOCCOCCOCCOC1=CC=C(C=C1)C#C)=O)=O